[C@@H]1([C@H](O)[C@H](O)[C@@H](CO)O1)N1C=NC=2C(=O)NC(N)=NC12 Guanosine